C1(CCCCC1)NC(=O)C=1SC=C(N1)C1=C(C=C(C(=C1)NC(=O)C1=CNC(C=C1C(F)(F)F)=O)N1C[C@H](N([C@H](C1)C)C)C)F N-cyclohexyl-4-[2-fluoro-5-[[6-oxo-4-(trifluoromethyl)-1H-pyridine-3-carbonyl]amino]-4-[(3R,5S)-3,4,5-trimethylpiperazin-1-yl]phenyl]-1,3-thiazole-2-carboxamide